C(=C)C1C(C(C(C(C1C=C)C=C)C=C)C=C)C=C hexavinylcyclohexane